C1(CCCCC1)N(C)CC1=NN=NN1C=1C=CC(=C(C#N)C1)C(F)(F)F 5-(5-((cyclohexyl(methyl)amino)methyl)-1H-tetrazol-1-yl)-2-(trifluoromethyl)benzonitrile